Racemic-trans-(1R,2R)-N,N'-dimethyl-cyclohexane-1,2-diamine CN[C@H]1[C@@H](CCCC1)NC |r|